1-(3-fluoroazetidin-1-yl)ethane-1-one FC1CN(C1)C(C)=O